ClC1=CC(=NC=C1)N1C=C(C2=C1N=CN=C2O)N2[C@@H](COCC2)C (R)-7-(4-Chloropyridin-2-yl)-5-(3-methylmorpholino)-7H-pyrrolo[2,3-d]pyrimidin-4-ol